(1R,2S,3S,4R)-3-((2-chloro-6-(hydroxymethyl)pyrrolo[2,1-f][1,2,4]triazin-4-yl)amino)bicyclo[2.2.2]octane-2-carboxylic acid ethyl ester C(C)OC(=O)[C@H]1C2CCC([C@@H]1NC1=NC(=NN3C1=CC(=C3)CO)Cl)CC2